O=C1C(=CC2C(CCC=3C=NC=NC23)C1)C#N 8-oxo-5,6,6a,7,8,10a-hexahydrobenzo[h]quinazoline-9-carbonitrile